NC1=C2N(C(N(C2=NC=N1)C1CCN(CC1)C1CCN(CC1)C(=O)OCCCC)=O)C=1C=NC(=CC1)OC1=CC=C(C=C1)F butyl 4-{6-amino-7-[6-(4-fluorophenoxy) pyridin-3-yl]-8-oxopurin-9-yl}-[1,4'-bipiperidine]-1'-carboxylate